ClC1=NC2=CC(=C(C=C2C(=N1)N[C@H](C)C1=CC(=CC=C1)C=1C=NN(C1)C)OC)OC (R)-2-chloro-6,7-dimethoxy-N-(1-(3-(1-methyl-1H-pyrazol-4-yl)phenyl)ethyl)quinazoline-4-amine